NC1=C(C=C(C=N1)NC(C(=O)N1[C@H](CC[C@@H](C1)C)C1=CC=2NN=CC2S1)=O)CC N-(6-amino-5-ethyl-3-pyridyl)-2-[(2R,5S)-5-methyl-2-(1H-thieno[3,2-c]pyrazol-5-yl)-1-piperidyl]-2-oxo-acetamide